FC(C(=O)NC1=CC(=C(C=C1)C=1C(=C(NC1C)C(=O)N)C1=CC(=C(C=C1)C(NCC1(CC1)F)=O)OC)C)=C 4-(4-(2-Fluoroacryloylamino)-2-methylphenyl)-3-(4-(((1-fluorocyclopropyl)methyl)carbamoyl)-3-methoxyphenyl)-5-methyl-1H-pyrrole-2-carboxamide